CN1CCN(C2=C(C=CC=C12)C)S(=O)(=O)C=1C=NC(=CC1C)C=1C=NN(C1)C 1,5-Dimethyl-4-{[4-methyl-6-(1-methyl-1H-pyrazol-4-yl)pyridin-3-yl]sulfonyl}-1,2,3,4-tetrahydroquinoxaline